[Br-].CO[C@H]1C(O)O[C@@H]([C@H]([C@@H]1OC)OC)COC 2,3,4,6-tetra-O-methyl-D-glucopyranose bromide